C1(=CC=C(C=C1)NC1=NC=C2C(N(N(C2=N1)C1=NC(=CC=C1)OC1CCN(CC1)C)CC)=O)C1=CC=CC=C1 6-(4-biphenylylamino)-2-ethyl-1-[6-(1-methyl-4-piperidyloxy)-2-pyridyl]-1,2-dihydro-3H-1,2,5,7-tetraazainden-3-one